ClC=1N=C(C2=C(N1)CC[S+]2[O-])NC2CCC2 2-chloro-N-cyclobutyl-5-oxido-6,7-dihydro-thieno[3,2-d]pyrimidin-5-ium-4-amine